NC=1SC2=C(N1)C(=CC=C2F)C2=C(C=C1C(=NN(C(C1=C2)=O)CCN2CCCC2)N2CCOCCC2)Cl 7-(2-amino-7-fluorobenzo-[d]thiazol-4-yl)-6-chloro-4-(1,4-oxazepan-4-yl)-2-(2-(pyrrolidin-1-yl)ethyl)phthalazin-1(2H)-one